COC(=O)C1=CC2=C(N=C(O2)C)C(=C1)Br 4-Bromo-2-methylbenzo[d]oxazole-6-carboxylic acid methyl ester